N[C@@H]1CCCC12CCN(CC2)C2=NC(=CC(=N2)C#N)C (R)-2-(1-amino-8-azaspiro[4.5]dec-8-yl)-6-methylpyrimidine-4-carbonitrile